5-CHLORO-3-ETHYL-1-(PYRIDIN-2-YL)-1H-PYRAZOLE-4-CARBALDEHYDE ClC1=C(C(=NN1C1=NC=CC=C1)CC)C=O